FC(C(=O)O)(F)F.FCC1C(NC1)C 3-(fluoromethyl)-2-methyl-azetidine 2,2,2-trifluoroacetate